FC1=C(C=CC=C1C(F)(F)F)NC1=CC2=C(NC(=N2)CSC2=CC(=NC=C2)C(F)(F)F)C=C1 N-(2-Fluoro-3-(trifluoromethyl)phenyl)-2-(((2-(trifluoromethyl)pyridin-4-yl)thio)methyl)-1H-benzo[d]imidazol-5-amine